CN(C=1C=C(C=CC1)C=1C=C2C(=NC1)NN=C2C(=O)C=2C(=C(C=CC2F)NS(=O)(=O)CCC)F)C N-(3-(5-(3-(Dimethylamino)phenyl)-1H-pyrazolo[3,4-b]pyridin-3-carbonyl)-2,4-difluorophenyl)propan-1-sulfonamid